4-(2-(2,6-diazaspiro[3.3]heptan-2-yl)pyrimidin-4-yl)morpholine C1N(CC12CNC2)C2=NC=CC(=N2)N2CCOCC2